CC(=CCCC(C)(O)C1CC=C(CC1)C)C 6-Methyl-2-(4-methyl-3-cyclohexen-1-yl)-5-hepten-2-ol